(2S,2'S,2''S)-3,3',3''-((nitrilotris(methylene))tris(1-methyl-1H-benzo[d]imidazole-6,2-diyl))tris(2-((R)-pyrrolidin-3-yl)propionic acid) N(CC=1C=CC2=C(N(C(=N2)C[C@H](C(=O)O)[C@@H]2CNCC2)C)C1)(CC=1C=CC2=C(N(C(=N2)C[C@H](C(=O)O)[C@@H]2CNCC2)C)C1)CC=1C=CC2=C(N(C(=N2)C[C@H](C(=O)O)[C@@H]2CNCC2)C)C1